tert-butyl 3-(3-methyl-1-bicyclo[1.1.1]pentanyl)-3-oxo-propanoate CC12CC(C1)(C2)C(CC(=O)OC(C)(C)C)=O